S([O-])[O-] sulfoxylate